C(C1=CC=CC=C1)OC=1N(C(SC1C(=O)O)C)C=1C=NC=CC1 4-(benzyloxy)-2-methyl-N-(pyridin-3-yl)thiazole-5-carboxylic acid